(S,E)-3-((3-(2-(2-(4-(dimethylamino)-N-methylbut-2-enamido)propanamido)ethyl)-5-fluorophenyl)amino)-5,6-dimethylpyrazine-2-carboxamide CN(C/C=C/C(=O)N(C)[C@H](C(=O)NCCC=1C=C(C=C(C1)F)NC=1C(=NC(=C(N1)C)C)C(=O)N)C)C